2-(4-(4-((4H-1,2,4-triazol-3-yl)methoxy)-3-fluorophenyl)-3-methyl-2-oxo-6-(trifluoromethyl)-2,3-dihydro-1H-benzo[d]imidazol-1-yl)-N-(4-fluorophenyl)acetamide hydrochloride salt Cl.N=1N=C(NC1)COC1=C(C=C(C=C1)C1=CC(=CC=2N(C(N(C21)C)=O)CC(=O)NC2=CC=C(C=C2)F)C(F)(F)F)F